1-(6-(3-(3-methylpyridin-4-yl)imidazo[1,2-a]pyrimidin-3-yl)-2,3-dihydro-4H-benzo[b][1,4]oxazin-4-yl)ethan-1-one CC=1C=NC=CC1C1(CN=C2N1C=CC=N2)C2=CC1=C(OCCN1C(C)=O)C=C2